NC1=NC=CC=C1C1=NC=2C(=NC(=CC2)C2=CC=CC=C2)N1C1=CC=C(C=C1)C1CN(C1)CC1=CC=C(C(=O)OC)C=C1 methyl 4-[[3-[4-[2-(2-amino-3-pyridyl)-5-phenyl-imidazo[4,5-b]pyridin-3-yl]phenyl]azetidin-1-yl]methyl]benzoate